2,5-dimethyl-2,5-dichlorohexane CC(C)(CCC(C)(Cl)C)Cl